CN1CC2N(CC1)C(OC21CCN(CC1)CC=1NC(C2=C(N1)C=C(S2)C=2C=NNC2C)=O)=O 7-methyl-1'-{[6-(5-methyl-1H-pyrazol-4-yl)-4-oxo-3,4-dihydrothieno[3,2-d]pyrimidin-2-yl]methyl}tetrahydro-5H-spiro[1,3-oxazolo[3,4-a]pyrazine-1,4'-piperidin]-3-one